Dioctanoyl ether C(CCCCCCC)(=O)OC(CCCCCCC)=O